Cl.Cl.FC(C(C[C@@H]1CN2CCC1CC2)N)(F)F 1,1,1-trifluoro-3-((S)-quinuclidin-3-yl)propan-2-amine dihydrochloride